2-(benzotriazol-2-yl)-6-butane-2-yl-4-tert-butylphenol N=1N(N=C2C1C=CC=C2)C2=C(C(=CC(=C2)C(C)(C)C)C(C)CC)O